FC(C(=O)O)(F)F.ClC=1C=CC2=C(C=C(O2)C(=O)NCC2CCNCC2)C1 5-chloro-N-(piperidin-4-ylmethyl)benzofuran-2-carboxamide 2,2,2-trifluoroacetate salt